benzo[g]isoquinoline-5,10-dione C1=NC=CC=2C(C3=C(C(C12)=O)C=CC=C3)=O